(1R,3R)-3-[6-(2-Morpholinoethoxy)-3-pyridyl]dispiro[cyclohexane-1,3'-[1,2,4]trioxolane-5',2''-tricyclo[3.3.1.13,7]decane] O1CCN(CC1)CCOC1=CC=C(C=N1)[C@H]1C[C@]2(OOC3(C4CC5CC(CC3C5)C4)O2)CCC1